ClC1=CC=C(C=C1)N=C=S 1-chloro-4-isothiocyanato-benzene